C(C=C)(=O)OCCN(C(C)(C)C)C(C)(C)C (di-tert-butylaminoethyl) acrylate